(3S)-3-(5-methylpyrazin-2-yl)-1,2-oxazolidine-2-carboxylic acid tert-butyl ester C(C)(C)(C)OC(=O)N1OCC[C@H]1C1=NC=C(N=C1)C